[4-(tert-butyl)benzyl]-1-(naphthalen-1-yl)methylamine C(C)(C)(C)C1=CC=C(CNCC2=CC=CC3=CC=CC=C23)C=C1